BrCCCN1N=CC(=C1)C1=CC=C2C3(C=4N(C=5C=CC=C(C5C(N4)=O)Cl)C2=C1)CCCCC3 10'-(1-(3-bromopropyl)-1H-pyrazol-4-yl)-4'-chloro-5'H-spiro[cyclohexane-1,7'-indolo[1,2-a]quinazolin]-5'-one